(Z)-7-[(1R,2R,3S,5S)-3-hydroxy-5-[(4-phenylphenyl)methoxy]-2-piperidin-1-ylcyclopentyl]hept-4-enoic acid O[C@@H]1[C@@H]([C@H]([C@H](C1)OCC1=CC=C(C=C1)C1=CC=CC=C1)CC\C=C/CCC(=O)O)N1CCCCC1